1-cyclobutyl-4-{[5-(2,4-difluoro-phenyl)-isoxazole-3-carbonyl]-amino}-piperidine-3-carboxylic acid C1(CCC1)N1CC(C(CC1)NC(=O)C1=NOC(=C1)C1=C(C=C(C=C1)F)F)C(=O)O